(S)-2-aminopentanedioic acid N[C@H](C(=O)O)CCC(=O)O